pyridin-3-ylmethyl(4-((5-fluoro-2-(pyrrolidin-1-yl)benzamido)methyl)-2-methoxyphenyl)carbamate N1=CC(=CC=C1)COC(NC1=C(C=C(C=C1)CNC(C1=C(C=CC(=C1)F)N1CCCC1)=O)OC)=O